di(3-aminophenyl)-4-iodo-2,3,5,6-tetrafluorophenyl-phosphine oxide NC=1C=C(C=CC1)P(C1=C(C(=C(C(=C1F)F)I)F)F)(C1=CC(=CC=C1)N)=O